N1(CCC2=CC=CC=C12)C(CNS(=O)(=O)C1=CC=CC=C1)C N-(2-(INDOLIN-1-YL)PROPYL)BENZENESULFONAMIDE